C(C)(C)(C)OC(=O)N[C@H](C(=O)OCCCCCCCCCCCCCCCCCC)CC1=CC(=CC(=C1)F)F octadecyl (S)-2-((tert-butoxycarbonyl)amino)-3-(3,5-difluorophenyl)propanoate